[4-[5-(2,2-dimethylpropyl)-1,2,4-oxadiazol-3-yl]-3-[4-(hydroxymethyl)phenyl]phenyl]-[4-(5-methyl-[1,3]oxazolo[4,5-b]pyridin-2-yl)piperazin-1-yl]methanone CC(CC1=NC(=NO1)C1=C(C=C(C=C1)C(=O)N1CCN(CC1)C=1OC=2C(=NC(=CC2)C)N1)C1=CC=C(C=C1)CO)(C)C